C(#N)C1=NC=C(C2=C1NC=1CCCCC21)C2=CCC=NC2 5-(1-cyano-6,7,8,9-tetrahydro-5H-pyrido[3,4-b]Indol-4-yl)-3,6-dihydropyridine